FC=1C(=CC(=C(C1)N1C(C=CC2=CC(=CC=C12)S(=O)(=O)N(CC1=CC=C(C=C1)OC)C1=NOC=C1)=O)OC)O (P)-1-(5-fluoro-4-hydroxy-2-methoxyphenyl)-N-(isoxazol-3-yl)-N-(4-methoxybenzyl)-2-oxo-1,2-dihydroquinoline-6-sulfonamide